(+)-fluorothiazole FC=1SC=CN1